BrC1=CC=2N(C=C1)N=CC2C2=CCCC2 5-bromo-3-(cyclopenten-1-yl)pyrazolo[1,5-a]pyridine